(S)-2-amino-N-(3',5-diallyl-2,4'-dihydroxy-[1,1'-biphenyl]-3-yl)-3-phenylpropanamide hydrochloride Cl.N[C@H](C(=O)NC=1C(=C(C=C(C1)CC=C)C1=CC(=C(C=C1)O)CC=C)O)CC1=CC=CC=C1